CC1=CC=2N(C=C1)C=NC2C=O (7-methylimidazo[1,5-a]pyridin-1-yl)methanone